OCTAHYDRO-1,1,6,7-TETRAMETHYLNAPhTHALENE CC1(CCCC2CC(C(CC12)C)C)C